(7Z)-n-hexadecenedioic acid C(C=CCCCCCCCCCCCCC(=O)O)(=O)O